(3S,4R)-3-fluoro-4-(prop-2-ynyloxy)piperidin-1-carboxylic acid F[C@H]1CN(CC[C@H]1OCC#C)C(=O)O